COC(=O)C=1CCN(CC1)C1=NC=C(C=N1)N 1-(5-aminopyrimidin-2-yl)-1,2,3,6-tetrahydropyridine-4-carboxylic acid methyl ester